C(C)(C)(C)OC(=O)N1C(COCC1)C1=CC(=C(C=C1)Br)F 3-(4-bromo-3-fluorophenyl)morpholine-4-carboxylic acid tert-butyl ester